FC(=C(C(=C(F)F)F)F)F 1,1,2,3,4,4-hexafluorobutadiene